FC1(C(=C2C=CC(C=C2C(=C1)F)(O)C1=CC=C2C=NC(=NC2=C1)OCC1(CN(CCC1OC)C)C)C#C[Si](C(C)C)(C(C)C)C(C)C)F 6,8-difluoro-2-((4-methoxy-1,3-dimethylpiperidin-3-ylmethoxy)quinazolin-7-yl)-6-fluoro-5-((triisopropylsilyl)ethynyl)naphthalen-2-ol